C1(=CC=CC=C1)S(=O)C1=CC=CC=C1.[Na] sodium diphenylsulfoxide